O=C1NC(CCC1N1C(N(C2=C1C=CC(=C2)N2CC(CC2)N(C(OC(C)(C)C)=O)C)C)=O)=O tert-butyl N-{1-[1-(2,6-dioxopiperidin-3-yl)-3-methyl-2-oxo-1,3-benzodiazol-5-yl]pyrrolidin-3-yl}-N-methylcarbamate